FC12CC(C1)(C2)NC(C(=O)N[C@H](C(N[C@@H](C[C@H]2C(NCC2)=O)C(COC(F)(F)F)=O)=O)CC2(CCC2)C)=O N1-(3-fluorobicyclo[1.1.1]pentan-1-yl)-N2-((S)-3-(1-methylcyclobutyl)-1-oxo-1-(((S)-3-oxo-1-((S)-2-oxopyrrolidin-3-yl)-4-(trifluoromethoxy)butan-2-yl)amino)propan-2-yl)oxalamide